NC1CCN(CC1)C=1N=C(C(=C(C#N)C1)C1=CC(=C(C=C1)OC)F)C1=CC(=C(C=C1)C#N)F (4-aminopiperidin-1-yl)-2-(4-cyano-3-fluorophenyl)-3-(3-fluoro-4-methoxyphenyl)isonicotinnitrile